4-((2S,5R)-4-((S)-(4-Chlorophenyl)((R)-2,2-difluorocyclopropyl)methyl)-2,5-dimethylpiperazin-1-yl)-2-methyl-1-(((S)-tetrahydrofuran-2-yl)methyl)-1H-[1,2,4]triazolo[3,4-b]purine ClC1=CC=C(C=C1)[C@@H](N1C[C@@H](N(C[C@H]1C)C=1C=2N=C(N(C2N2C(N1)=NN=C2)C[C@H]2OCCC2)C)C)[C@@H]2C(C2)(F)F